3-(5-(3-(3-((4-((8-cyclopentyl-7-oxo-7,8-dihydro-pyrido[2,3-d]pyrimidin-2-yl)amino)piperidin-1-yl)sulfonyl)phenoxy)azetidin-1-yl)-1-oxoisoindolin-2-yl)piperidine-2,6-dione C1(CCCC1)N1C(C=CC2=C1N=C(N=C2)NC2CCN(CC2)S(=O)(=O)C=2C=C(OC1CN(C1)C=1C=C3CN(C(C3=CC1)=O)C1C(NC(CC1)=O)=O)C=CC2)=O